Lauryl-L-arginine ethyl ester monohydrochloride Cl.C(C)OC([C@@H](NCCCCCCCCCCCC)CCCNC(N)=N)=O